O[C@H](COC=1C=C(C=CC1)S(=O)(=O)NC)CN[C@H]1COC2(C1)CCN(CC2)S(=O)(=O)C=2C=C1C(=NC2)N=CN1C 3-((S)-2-hydroxy-3-((R)-8-(1-methyl-1H-imidazo[4,5-b]pyridin-6-ylsulfonyl)-1-oxa-8-azaspiro[4.5]decan-3-ylamino)propoxy)-N-methylbenzenesulfonamide